5-(4-fluoro-2-methylphenyl)-1,6-dimethyl-4-oxo-1,4-dihydropyridine-3-carboxylic acid FC1=CC(=C(C=C1)C=1C(C(=CN(C1C)C)C(=O)O)=O)C